(S)-4-(5-chloro-2-((1-(piperidin-4-yl)-1H-pyrazol-4-yl)amino)pyrimidin-4-yl)-N-(1-cyanoethyl)benzamide ClC=1C(=NC(=NC1)NC=1C=NN(C1)C1CCNCC1)C1=CC=C(C(=O)N[C@@H](C)C#N)C=C1